CC(=O)N[C@@H]1[C@H](C[C@](O[C@H]1[C@@H]([C@@H](CO)O)O)(C(=O)O)O)O Acetylneuraminic acid